2,2-difluoro-1-[(5s,7s)-7-fluoro-5-phenyl-6,7-dihydro-5H-pyrrolo[1,2-b][1,2,4]triazol-2-yl]propan-1-ol FC(C(O)C=1N=C2N(N1)[C@@H](C[C@@H]2F)C2=CC=CC=C2)(C)F